ClC1=C(C=CC=2C(=C3N(C12)CCN(C3)C(CNC(N(C)C)=O)=O)C=3C=NNC3)Cl 3-[2-[6,7-dichloro-10-(1H-pyrazol-4-yl)-3,4-dihydro-1H-pyrazino[1,2-a]indol-2-yl]-2-oxo-ethyl]-1,1-dimethyl-urea